3-(9-((4-(aminomethyl)-2-(trifluoromethyl)phenyl)carbamoyl)-4,5-dihydrobenzo[b]thieno[2,3-d]oxepin-8-yl)-6-(propylcarbamoyl)picolinic acid NCC1=CC(=C(C=C1)NC(=O)C1=CC2=C(OCCC3=C2SC=C3)C=C1C=1C(=NC(=CC1)C(NCCC)=O)C(=O)O)C(F)(F)F